p-aminomethylaniline NCC1=CC=C(N)C=C1